Trans-4-(4-trifluoromethoxyphenyl)-N-(4-hydroxy-3-(methylsulfonyl)phenyl)cyclohexane-1-carboxamide FC(OC1=CC=C(C=C1)[C@@H]1CC[C@H](CC1)C(=O)NC1=CC(=C(C=C1)O)S(=O)(=O)C)(F)F